1-tert-butyl 2-ethyl 2-(1-hydroxyethyl)-5-methylpyrrolidine-1,2-dicarboxylate OC(C)C1(N(C(CC1)C)C(=O)OC(C)(C)C)C(=O)OCC